chloro-1-(pyridin-3-yl)-1H-pyrazol-4-amine ClC1=NN(C=C1N)C=1C=NC=CC1